4-(phenylthio)phenyldiphenylsulfonium hexafluorophosphate F[P-](F)(F)(F)(F)F.C1(=CC=CC=C1)SC1=CC=C(C=C1)[S+](C1=CC=CC=C1)C1=CC=CC=C1